N1C[C@@H](CCC1)CNC(OC(C)(C)C)=O tert-butyl (R)-(piperidin-3-ylmethyl)carbamate